iron-arsenic-antimony [Sb].[As].[Fe]